C(#N)C=1C=C(C=CC1)C=1N=C(SC1C1=CC(=NC(=C1)C)C(F)F)NC(=O)N1C[C@@H]2OCCN([C@H]2C1)C |r| rac-(4aS,7aS)-N-[4-(3-Cyanophenyl)-5-[2-(difluoromethyl)-6-methyl-4-pyridyl]thiazol-2-yl]-4-methyl-2,3,4a,5,7,7a-hexahydropyrrolo[3,4-b][1,4]oxazine-6-carboxamide